CCCC=CCCCCCCCCC 4-tetradecanene